5-(5-(2-(tert-butylamino)-2-oxoacetyl)-1,2,4-trimethyl-1H-pyrrole-3-carboxamido)-2-fluorobenzoic acid C(C)(C)(C)NC(C(=O)C1=C(C(=C(N1C)C)C(=O)NC=1C=CC(=C(C(=O)O)C1)F)C)=O